[(3S)-3-aminooxypyrrolidin-1-yl]-[2-chloro-3,4-bis[(4-methoxyphenyl)methoxy]phenyl]methanone NO[C@@H]1CN(CC1)C(=O)C1=C(C(=C(C=C1)OCC1=CC=C(C=C1)OC)OCC1=CC=C(C=C1)OC)Cl